ClC1=CC2=C(N=NN(C2=O)C)C(=N1)C1=C(C=C(C=C1)F)F 6-chloro-8-(2,4-difluorophenyl)-3-methyl-pyrido[3,4-d]triazin-4-one